pentacosan-1-ol C(CCCCCCCCCCCCCCCCCCCCCCCC)O